2-(3-(2-(2-((2-(2,6-dioxopiperidin-3-yl)-1,3-dioxoisoindolin-4-yl)amino)ethoxy)ethoxy)phenyl)-N-(5-methyl-4-(1-(2-methylbenzoyl)indolin-5-yl)thiazol-2-yl)acetamide O=C1NC(CCC1N1C(C2=CC=CC(=C2C1=O)NCCOCCOC=1C=C(C=CC1)CC(=O)NC=1SC(=C(N1)C=1C=C2CCN(C2=CC1)C(C1=C(C=CC=C1)C)=O)C)=O)=O